1',3',3'-trimethyl-6-nitro-spiro[chromene-2,2'-indoline] CN1C2(C(C3=CC=CC=C13)(C)C)OC1=CC=C(C=C1C=C2)[N+](=O)[O-]